propane-1,3-diyl dioctanoate C(CCCCCCC)(=O)OCCCOC(CCCCCCC)=O